3,3-difluoro-N-((5-fluoro-6-(thiazol-4-ylmethoxy)-1H-indol-2-yl)methyl)propanamide FC(CC(=O)NCC=1NC2=CC(=C(C=C2C1)F)OCC=1N=CSC1)F